C(C)N1C(=NC=C1)C1=CC=C(CN2C3=NC(=NC=C3N(C2=O)C)C2=C(C=CC=C2)C(C)C)C=C1 9-(4-(1-ethyl-1H-imidazol-2-yl)benzyl)-2-(2-isopropylphenyl)-7-methyl-7,9-dihydro-8H-purin-8-one